tertbutyl-glycidylether C(C)(C)(C)OCC1CO1